[Ir+3].N1=C(C=CC=C1)C(=O)[O-].N1=C(C=CC=C1)C(=O)[O-].N1=C(C=CC=C1)C(=O)[O-] (picolate) iridium (III)